(S)-8-(benzyloxy)-7-methoxy-2-(4-methoxyphenyl)-1,11a-dihydro-5H-benzo[e]pyrrolo[1,2-a][1,4]diazepine-5,11(10H)dione C(C1=CC=CC=C1)OC=1C(=CC2=C(NC([C@H]3N(C2=O)C=C(C3)C3=CC=C(C=C3)OC)=O)C1)OC